tert-Butyl 7-((5-chloro-4-((2-(dimethylphosphoryl)-4-((fluorosulfonyl)oxy)phenyl) amino)pyrimidin-2-yl)amino)-6-methoxy-3,4-dihydroisoquinoline-2(1H)-carboxylate ClC=1C(=NC(=NC1)NC1=C(C=C2CCN(CC2=C1)C(=O)OC(C)(C)C)OC)NC1=C(C=C(C=C1)OS(=O)(=O)F)P(=O)(C)C